2-[5-(2-phenylpyridin-3-yl)-biphenyl-3-yl]-4,6-bis(4-biphenylyl)pyrimidine C1(=CC=CC=C1)C1=NC=CC=C1C=1C=C(C=C(C1)C1=CC=CC=C1)C1=NC(=CC(=N1)C1=CC=C(C=C1)C1=CC=CC=C1)C1=CC=C(C=C1)C1=CC=CC=C1